C(#N)C(C1(CCCCC1)O)C1=CC=C(C=C1)OC 1-[cyano(p-methoxyphenyl)methyl]cyclohexanol